CNC(=O)C1=NNC(=C1)C N,5-dimethyl-pyrazole-3-carboxamide